C1(CC1)C1=CC(=CC(=N1)C=1OC2=C(N1)C=C(C=C2C(F)(F)F)CN2C[C@H](CCC2)C)C2=C(C=CC=C2)C2=NN=CN2C (S)-2-(6-Cyclopropyl-4-(2-(4-methyl-4H-1,2,4-triazol-3-yl)phenyl)pyridin-2-yl)-5-((3-methylpiperidin-1-yl)methyl)-7-(trifluoromethyl)benzo[d]oxazole